C1([C@H](O)[C@H](O)[C@@H](O)[C@@H](O1)C)O[C@H]1[C@@H](O[C@H]([C@@H]([C@H]1O)O)C)C(C(=O)O)(C(CCCCCCC)O)C(CC(CCCCCCC)O)=O L-rhamnopyranosyl-(1-2)-α-L-rhamnosyl-3-hydroxydecanoyl-3-hydroxy-decanoic acid